(2-methyl-1-nitroprop-2-yloxy)silane tert-butyl-(S)-3-((4-amino-7-bromoquinolin-3-yl)carbamoyl)piperidine-1-carboxylate C(C)(C)(C)OC(=O)N1C[C@H](CCC1)C(NC=1C=NC2=CC(=CC=C2C1N)Br)=O.CC(C[N+](=O)[O-])(C)O[SiH3]